N-(5-bromo-2-fluoro-4-(trifluoromethyl)phenyl)-1-fluoro-6,7,8,9-tetrahydro-5H-5,8-epiminocyclohepta[c]pyridine-10-carboxamide BrC=1C(=CC(=C(C1)NC(=O)N1C2CCC1CC=1C(=NC=CC12)F)F)C(F)(F)F